FC=1SC(=C2C1CCC(C2)N(C(OC(C)(C)C)=O)C)F tert-butyl N-(1,3-difluoro-4,5,6,7-tetrahydro-2-benzothiophen-5-yl)-N-methyl-carbamate